1-(4-(2-cyclohexyl-6-methoxy-1,2,3,4-tetrahydronaphthalen-1-yl)-3,5-difluorophenyl)-4-(dimethoxymethyl)piperidine C1(CCCCC1)C1C(C2=CC=C(C=C2CC1)OC)C1=C(C=C(C=C1F)N1CCC(CC1)C(OC)OC)F